(2R)-1-[8-methoxy-9-(1-methylpyrazol-3-yl)-1-(2-thienyl)-5,6-dihydropyrrolo[2,1-a]isoquinoline-3-carbonyl]-2-methyl-pyrrolidine-2-carbonitrile COC=1C=C2CCN3C(C2=CC1C1=NN(C=C1)C)=C(C=C3C(=O)N3[C@](CCC3)(C#N)C)C=3SC=CC3